O1COC2=C1C=CC(=C2)CC(=O)N(C2CCN(CC2)C(C)C2=CC=CC1=CC=CC=C21)CC(=O)NCC(=O)N2[C@@H](CCC2)C#N 2-(benzo[d][1,3]dioxol-5-yl)-N-(2-((2-((S)-2-cyanopyrrolidin-1-yl)-2-oxoethyl)amino)-2-oxoethyl)-N-(1-(1-(naphthalen-1-yl)ethyl)piperidin-4-yl)acetamide